2-propyl-1,3-heptanediol C(CC)C(CO)C(CCCC)O